[Cl-].FC1=C(C=CC(=C1F)OC)C1=CN=C2N1C=CN=C2NC2=CC(=C(C(=O)N[C@@H]1CN(CC1)C(C[N+](C)(C)C)=O)C=C2)C (S)-2-(3-(4-((3-(2,3-difluoro-4-methoxyphenyl)imidazo[1,2-a]pyrazin-8-yl)amino)-2-methylbenzamido)pyrrolidin-1-yl)-N,N,N-trimethyl-2-oxoethan-1-aminium chloride